C1=CC=CC=2C3=CC=CC=C3N(C12)C1=CC=C(C=C1)C=1OC(=NN1)C1=C(C=CC=C1N1C2=CC=CC=C2C=2C=CC=CC12)N1C2=CC=CC=C2C=2C=CC=CC12 2-(4-(9H-carbazole-9-yl)phenyl)-5-(2,6-di(9H-carbazole-9-yl)phenyl)-1,3,4-oxadiazole